2-hydroxy-6-([2-[1-(propan-2-yl)-1H-pyrazol-5-yl]pyridin-3-yl]methoxy)benzaldehyde OC1=C(C=O)C(=CC=C1)OCC=1C(=NC=CC1)C1=CC=NN1C(C)C